[Cr+3].[In+3] indium-chromium(III)